chloro((phenoxy)phosphoryl)-L-alanine benzyl ester C(C1=CC=CC=C1)OC([C@@](N=P(=O)OC1=CC=CC=C1)(C)Cl)=O